C1(=CC=CC=C1)CCCC1=NC2=C(N1C(=O)N)C=CC=C2N2C(C2)C(F)(F)F (3-phenylpropyl)-4-(2-(trifluoromethyl)aziridin-1-yl)-1H-benzo[d]imidazole-1-carboxamide